Methyl (2-(4-((tert-butoxycarbonyl)amino)phenyl)thiazole-4-carbonyl)glycyl-L-serinate C(C)(C)(C)OC(=O)NC1=CC=C(C=C1)C=1SC=C(N1)C(=O)NCC(=O)N[C@@H](CO)C(=O)OC